4-(thiophen-2-yl)piperidine-1-carboxylic acid benzyl ester C(C1=CC=CC=C1)OC(=O)N1CCC(CC1)C=1SC=CC1